2,2-bis[4-(2,3-dibromopropoxy)-3,5-dibromophenyl]propane sodium dodecyl-trithiocarbonate C(CCCCCCCCCCC)SC([S-])=S.[Na+].BrC(COC1=C(C=C(C=C1Br)C(C)(C)C1=CC(=C(C(=C1)Br)OCC(CBr)Br)Br)Br)CBr